(6-(trifluoromethyl)pyridin-3-yl)-N-(2-oxo-2,3-dihydro-1H-benzo[d]imidazol-4-yl)propionamide FC(C1=CC=C(C=N1)C(C(=O)NC1=CC=CC=2NC(NC21)=O)C)(F)F